COC1=CC(=NN1)NC1=CN=C2C(=N1)N(N=C2)[C@@H](C)C=2N=NC=CC2 (S)-N-(5-methoxy-1H-pyrazol-3-yl)-1-(1-(pyridazin-3-yl)ethyl)-1H-pyrazolo[3,4-b]pyrazin-6-amine